N-(7-chloro-6-(1-((3R,4R)-4-hydroxy-3-methyltetrahydrofuran-3-yl)piperidin-4-yl)isoquinolin-3-yl)-3-(pyridin-2-yl)cyclobutane-1-carboxamide ClC1=C(C=C2C=C(N=CC2=C1)NC(=O)C1CC(C1)C1=NC=CC=C1)C1CCN(CC1)[C@@]1(COC[C@@H]1O)C